3-chloro-6-(4-nitrophenyl)pyridazine ClC=1N=NC(=CC1)C1=CC=C(C=C1)[N+](=O)[O-]